[I-].C(C)O[N+]1=CC(=CC=C1)CC(F)(F)F 1-ethoxy-3-(2,2,2-trifluoroethyl)pyridin-1-ium iodide